ClC1=CC=C(C(=N1)C=1C=NN(C1)C)NC(C)C=1C=C(C=C2C(N(C=3N(C12)C=NC3C3=CC(=NC=C3)C(=O)NC)C)=O)C 4-(9-(1-((6-chloro-2-(1-methyl-1H-pyrazol-4-yl)pyridin-3-yl)amino)ethyl)-4,7-dimethyl-5-oxo-4,5-dihydroimidazo[1,5-a]quinazolin-3-yl)-N-methylpicolinamide